COS(=O)(=O)[O-].C[N+](C1=CC=C(C=C1)C=C1C(C2(CCC1C2(C)C)C)=O)(C)C N,N,N-trimethyl-4-(2-oxoborn-3-ylidene-methyl)-anilinium methyl-sulfate